C1(=CC=CC=C1)OCC1(CNC1)O 3-[(phenyloxy)methyl]azetidin-3-ol